p-divinyl-benzene C(=C)C1=CC=C(C=C1)C=C